1-(2-morpholinylethyl)-2-oxo-6-(pyridin-2-yl)-N-(spiro[3.3]hept-2-yl)-1,2-dihydro-1,8-naphthyridine-3-carboxamide N1(CCOCC1)CCN1C(C(=CC2=CC(=CN=C12)C1=NC=CC=C1)C(=O)NC1CC2(C1)CCC2)=O